N-[(1S)-5-[2-(2-aminopyridin-3-yl)-5-(pyrazol-1-yl)imidazo[4,5-b]pyridin-3-yl]-2,3-dihydro-1H-inden-1-yl]-4-(benzyloxy)-2-fluoro-3-formylbenzamide NC1=NC=CC=C1C1=NC=2C(=NC(=CC2)N2N=CC=C2)N1C=1C=C2CC[C@@H](C2=CC1)NC(C1=C(C(=C(C=C1)OCC1=CC=CC=C1)C=O)F)=O